OC1=C2OC=3C=C(C=CC3C(C2=CC=C1)=O)C1=CC(=C(C(=C1)O)O)O 5-hydroxy-3-(3,4,5-Trihydroxyphenyl)-9H-xanthen-9-one